ClC=1C=C2C(=NC(=NC2=CC1)C)N1CC=2C=C(C=NC2CC1)C=1C=NN(C1)C 6-chloro-2-methyl-4-[3-(1-methylpyrazol-4-yl)-7,8-dihydro-5H-1,6-naphthyridin-6-yl]quinazoline